C(C1=CC=CC=C1)[C@H]1[C@@](CCCC1)(C(=O)O)CCN benzyl-trans-aminoethylcyclohexanecarboxylic acid